2,2,3,3-tetrafluorobutanedinitrile FC(C#N)(C(C#N)(F)F)F